4-(1-carbamimidoyl-1,2,3,6-tetrahydropyridin-4-yl)-N-(4-(1-carbamimidoyl-1,2,3,6-tetrahydropyridin-4-yl)-5-fluoro-2-methylphenyl)-2-fluorobenzamide C(N)(=N)N1CCC(=CC1)C1=CC(=C(C(=O)NC2=C(C=C(C(=C2)F)C=2CCN(CC2)C(N)=N)C)C=C1)F